NC(C(C1=CC=CC=C1)SC1=C(C(=C(C(=N1)N(CC(=O)NC(CO)CO)C)C#N)C1CC1)C#N)=O 2-((6-((2-amino-2-oxo-1-phenylethyl)thio)-3,5-dicyano-4-cyclopropylpyridin-2-yl)(methyl)amino)-N-(1,3-dihydroxypropan-2-yl)acetamide